BrC1=CC=CC2=C1C1=CC=CC=C1C21C2=CC=CC=C2OC=2C=CC=CC12 4-bromospiro(fluorene-9,9'-xanthene)